6-[2-(2-Cyano-5-fluoro-7-methyl-benzo[b]thiophen-3-yl)-ethylamino]-pyrimidin C(#N)C1=C(C2=C(S1)C(=CC(=C2)F)C)CCNC2=CC=NC=N2